6'-(((1S,3S)-3-((5-(difluoromethoxy)pyrimidin-2-yl)amino)cyclopentyl)amino)-5'-methoxy-2H-[1,3'-bipyridyl]-2-one FC(OC=1C=NC(=NC1)N[C@@H]1C[C@H](CC1)NC1=C(C=C(C=N1)N1C(C=CC=C1)=O)OC)F